NC1=NN(C2=NC(=CN=C21)N2CCC(CC2)(C)CNC(OC(C)(C)C)=O)CC2=CC=C(C=C2)OC Tert-butyl ((1-(3-amino-1-(4-methoxybenzyl)-1H-pyrazolo[3,4-b]pyrazin-6-yl)-4-methylpiperidin-4-yl)methyl)carbamate